tert-butyl (1S,2S,5R)-3-(5-bromo-7-chloro-2-(ethylthio)-8-fluoropyrido[4,3-d]pyrimidin-4-yl)-2-(prop-1-en-2-yl)-3,8-diazabicyclo[3.2.1]octane-8-carboxylate BrC1=NC(=C(C=2N=C(N=C(C21)N2[C@H]([C@@H]1CC[C@H](C2)N1C(=O)OC(C)(C)C)C(=C)C)SCC)F)Cl